FC1=C(C=C(C=C1)C1=CC(=CC=C1F)C1=NN(C=C1CC1=CC=C(C=C1)S(N)(=O)=O)C=1SC=C(N1)C(=O)O)OC 2-(3-(4',6-difluoro-3'-methoxy-[1,1'-biphenyl]-3-yl)-4-(4-sulfamoylbenzyl)-1H-pyrazol-1-yl)thiazole-4-carboxylic acid